C(C=C)[C@@H]1N(CCC1)S(=O)(=O)N (R)-2-ALLYLPYRROLIDINE-1-SULFONAMIDE